C1(=CC=CC=C1)C([C@@H]1NCCC1)(O[Si](C)(C)C)C1=CC=CC=C1 (2R)-2-(diphenyl-((trimethylsilyl)oxy)methyl)pyrrolidine